CC(CCCCCCNC(=O)C=1N=C(OC1)C1C(C2CCC1O2)CC2=C(C=CC=C2)C(C(=O)O)C)(C)C 2-[[3-[4-[[(7,7-dimethyloctyl)-amino]carbonyl]-2-oxazolyl]-7-oxabicyclo[2.2.1]hept-2-yl]methyl]phenylpropionic acid